[As].N[C@H](C(=O)O)CCC(=O)N[C@@H](CS)C(=O)NCC(=O)O glutathione arsenic